COC(C1=CC(=C(C=C1)C)CCC1=CN=C2N1N=CC=C2)=O 3-(2-(imidazo[1,2-b]pyridazin-3-yl)ethyl)-4-methylbenzoic acid methyl ester